ClC=1C=C(C=CC1)N1N=CC(=N1)C(=O)NC[C@@H]1CN(CC1)C#N (R)-2-(3-Chlorophenyl)-N-((1-cyanopyrrolidin-3-yl)methyl)-2H-1,2,3-triazol-4-carboxamid